[Al].NCN1C=C([C@H]2[C@H](O)[C@H](O)[C@@H](CO)O2)C(NC1=O)=O N1-aminomethyl-pseudouridine aluminum